3-(2,3-dimethylcyclohexyl)amino-2-methylpropane-1-sulfonic acid CC1C(CCCC1C)NCC(CS(=O)(=O)O)C